[N+](=O)([O-])C1=C(C=C2CNCC2=C1)N 6-nitroisoindolin-5-amine